BrCC1=C(C=C(C=C1)[N+](=O)[O-])C(F)(F)F 1-(bromomethyl)-4-nitro-2-trifluoromethylbenzene